6-(benzyloxy)-5-(5-fluoro-1-methyl-6-(1,2,3,6-tetrahydropyridin-4-yl)-1H-indazol-3-yl)pyridin-2-ol C(C1=CC=CC=C1)OC1=C(C=CC(=N1)O)C1=NN(C2=CC(=C(C=C12)F)C=1CCNCC1)C